4-nitrophenyl 1-(4-methoxy-3-(pyrazin-2-yl) phenyl)-3-methyl-5-oxo-4,5-dihydro-1H-pyrazole-4-carboxylate COC1=C(C=C(C=C1)N1N=C(C(C1=O)C(=O)OC1=CC=C(C=C1)[N+](=O)[O-])C)C1=NC=CN=C1